tert-butyl (1R,5R)-3-(5-(benzyloxy)-2-methylbenzofuran-3-carboxamido)-9-azabicyclo-[3.3.1]nonane-9-carboxylate C(C1=CC=CC=C1)OC=1C=CC2=C(C(=C(O2)C)C(=O)NC2C[C@H]3CCC[C@H](C2)N3C(=O)OC(C)(C)C)C1